S1C=NC2=C1C=CC(=C2)NC(=O)[C@H]2CN(CC2)S(=O)(=O)C2=CC=C(C=1CCOC12)Br (R)-N-(benzo[d]thiazol-5-yl)-1-((4-bromo-2,3-dihydrobenzofuran-7-yl)sulfonyl)pyrrolidine-3-carboxamide